NC1=NC(=C(C=C1C=1C=C2CCNC(C2=CC1)=O)C1=CC=C(C=C1)C1(CN(CC1)C(C)C)C)F 6-(2-amino-6-fluoro-5-(4-(1-isopropyl-3-methylpyrrolidin-3-yl)phenyl)pyridin-3-yl)-3,4-dihydroisoquinolin-1(2H)-one